N-((S)-1-(4-Hydroxyphenyl)ethyl)-4-((R)-3-(3-(trifluoromethyl)phenoxy)pyrrolidin-1-yl)tetrahydro-2H-pyran-4-carboxamide, hydrochloride Cl.OC1=CC=C(C=C1)[C@H](C)NC(=O)C1(CCOCC1)N1C[C@@H](CC1)OC1=CC(=CC=C1)C(F)(F)F